C(C)(C)N(C1=C(SC(=C1)C1=CC=CC=C1)C(=O)O)C(C1=CC=C(C=C1)C)=O 3-[isopropyl(4-methylbenzoyl)amino]-5-phenylthiophene-2-carboxylic acid